8-(4-(1-(methoxy-d3)cyclopropane-1-carbonyl)piperazin-1-yl)-N-(3-methyloxetan-3-yl)-3-(5-(trifluoromethyl)-1,3,4-thiadiazol-2-yl)imidazo[1,5-a]pyridine-6-sulfonamide C(OC1(CC1)C(=O)N1CCN(CC1)C=1C=2N(C=C(C1)S(=O)(=O)NC1(COC1)C)C(=NC2)C=2SC(=NN2)C(F)(F)F)([2H])([2H])[2H]